N-(((1S,4aS,4bR,6aR,8R,10aS,10bR,12aS)-8-hydroxy-8,12a-dimethyloctadecahydrochrysen-1-yl)methyl)picolinamide O[C@]1(C[C@H]2CC[C@H]3[C@@H]4CCC[C@@H]([C@]4(CC[C@@H]3[C@H]2CC1)C)CNC(C1=NC=CC=C1)=O)C